ClC1=CC=C2C(=NC(N(C2=C1)C=1C=NC=CC1)=O)NCC#C 7-chloro-4-(prop-2-yn-1-ylamino)-1-(pyridin-3-yl)quinazolin-2(1H)-one